COC1=C(C=CC(=N1)C=1N=CN2C1CN(CC2)C(=O)OC(C)(C)C)NC(=O)C=2C(=NOC2C)C2=CC=CC=C2 tert-butyl 1-(6-methoxy-5-(5-methyl-3-phenylisoxazole-4-carboxamido) pyridin-2-yl)-5,6-dihydroimidazo[1,5-a]Pyrazine-7(8H)-carboxylate